bis(2-methylbutyl)-dimethoxysilane CC(C[Si](OC)(OC)CC(CC)C)CC